FC1=C2C=CC=NC2=CC=C1NC1=NC=NC2=CC(=CC(=C12)O[C@H](C)C1COC1)OC (R)-N-(5-fluoroquinolin-6-yl)-7-methoxy-5-(1-(oxetan-3-yl)ethoxy)quinazolin-4-amine